(3S)-1-(3-fluoro-4-{5-[(1R)-1-methyl-1,2,3,4-tetrahydroisoquinoline-2-carbonyl]-7-(pyridin-2-yl)pyrazolo[1,5-a]pyrimidin-2-yl}phenyl)pyrrolidine-3-carboxamide FC=1C=C(C=CC1C1=NN2C(N=C(C=C2C2=NC=CC=C2)C(=O)N2[C@@H](C3=CC=CC=C3CC2)C)=C1)N1C[C@H](CC1)C(=O)N